C=C1C(OC(C1)\C=C\C1=CC=CC=C1)=O (E)-3-methylene-5-styryldihydrofuran-2(3H)-one